O(C1=CC=CC=C1)C=1C=C(C=CC1)CCOC(C=C)=O 2-(m-phenoxyphenyl)ethylacrylate